4-(1,2,3,4-tetrahydroquinolin-6-yl)benzo[d]isoxazol-3-amine N1CCCC2=CC(=CC=C12)C1=CC=CC2=C1C(=NO2)N